O[C@H](C)C1=NC=2C(=C3C(=NC2)N(C=C3)S(=O)(=O)C3=CC=C(C)C=C3)N1C1(CC13CCNCC3)C#N (2-((R)-1-hydroxyethyl)6-p-toluenesulfonylimidazo[4,5-d]pyrrolo[2,3-b]pyridin-1(6H)-yl)-6-azaspiro[2.5]octane-1-carbonitrile